OC=1C=C(C=CC1)C=1C=C(C=NC1)C=1N(C=CC1)C(=O)OC(C)(C)C tert-butyl 2-(5-(3-hydroxyphenyl)pyridin-3-yl)-1H-pyrrole-1-carboxylate